CN(C)CC1=NN2C(=NC(=C(C2=O)C=2C=NN(C2)CC(C(F)(F)F)(F)F)C(F)(F)F)S1 2-[(dimethylamino)methyl]-6-[1-(2,2,3,3,3-pentafluoropropyl)-1H-pyrazol-4-yl]-7-(trifluoromethyl)-5H-[1,3,4]thiadiazolo[3,2-a]pyrimidin-5-one